(2S)-(1-oxo-1-(6-(pyridin-3-yl)-5,6-dihydropyridin-1(2H)-yl)propan-2-yl)benzamide O=C([C@@H](C)C1=C(C(=O)N)C=CC=C1)N1CC=CCC1C=1C=NC=CC1